7-chloro-3-methyl-N-(3-((1s,3s)-3-methyl-1-(4-methyl-4H-1,2,4-triazol-3-yl)cyclobutyl)phenyl)-1-((2-(trimethylsilyl)ethoxy)methyl)-1H-pyrrolo[3,2-b]pyridine-5-carboxamide ClC1=C2C(=NC(=C1)C(=O)NC1=CC(=CC=C1)C1(CC(C1)C)C1=NN=CN1C)C(=CN2COCC[Si](C)(C)C)C